N1=CN=C(C2=C1NC1=C2N=CC=C1)N 9H-pyrido[2',3':4,5]pyrrolo[2,3-d]pyrimidin-4-amine